BrC=1C=C2C(=CC3(C2=CC1)CCCC3)O[Si](C)(C)C(C)(C)C ((5'-bromospiro[cyclopentane-1,1'-indene]-3'-yl)oxy)(tert-butyl)dimethylsilane